2-(3-chloro-4-((2-(3-ethoxyazetidin-1-yl)-5-fluoropyridin-4-yl)oxy)phenyl)-4-(2,6-difluorobenzyl)-2,4-dihydro-3H-1,2,4-triazol-3-one ClC=1C=C(C=CC1OC1=CC(=NC=C1F)N1CC(C1)OCC)N1N=CN(C1=O)CC1=C(C=CC=C1F)F